ClC=1C=C(C=2N(N1)C(=CN2)C2=NN(C=C2)C2OCCCC2)C2=CC=NN2C 6-chloro-8-(1-methyl-1H-pyrazol-5-yl)-3-(1-(tetrahydro-2H-pyran-2-yl)-1H-pyrazol-3-yl)imidazo[1,2-b]pyridazine